CC=1C=C(C=CC1C)C1=CC=C(C(N1)=O)C(=O)O 6-(3,4-dimethylphenyl)-2-oxo-1H-pyridine-3-carboxylic acid